tert-Butyl (2R,5S)-5-methyl-2-[2-[(4R)-1,2,2-trimethyl-4-piperidyl]indazol-6-yl]piperidine-1-carboxylate C[C@H]1CC[C@@H](N(C1)C(=O)OC(C)(C)C)C=1C=CC2=CN(N=C2C1)[C@H]1CC(N(CC1)C)(C)C